O1N=C(C2=C1C=CC=C2)NS(=O)(=O)C=2C=C(C=CC2)C2=CC=CC=C2 N-(benzo[d]isoxazol-3-yl)-[1,1-biphenyl]-3-sulfonamide